[Li].[CH-]1C=CC=C1.[CH-]1C=CC=C1.[Fe+2] ferrocene lithium salt